4-cyano-4-[(dodecylthiocarbonyl)thio]pentanoic acid C(#N)C(CCC(=O)O)(C)SC(=S)CCCCCCCCCCCC